COC1=CC=C(C=C1)CNC(=O)OCC1=CC(=NC=C1)C(=O)O 4-((4-Methoxyphenylmethylcarbamoyloxy)methyl)picolinic acid